diphenyl-diiodotin C1(=CC=CC=C1)[Sn](I)(I)C1=CC=CC=C1